(2S,3S)-3-(((5-iodo-2-methoxypyridin-3-yl)methyl)amino)-2-phenylpiperidin IC=1C=C(C(=NC1)OC)CN[C@@H]1[C@@H](NCCC1)C1=CC=CC=C1